3-(octadecylthio)propan-1-ol C(CCCCCCCCCCCCCCCCC)SCCCO